C(C=C)(=O)OCNC(C)(C)C t-butylaminomethyl acrylate